(1R,2S,6R)-2-(4-bromo-3-cyanophenyl)-6-((2-fluoro-4-(trifluoromethyl)phenyl)carbamoyl)cyclohexane-1-carboxylic acid BrC1=C(C=C(C=C1)[C@@H]1[C@H]([C@@H](CCC1)C(NC1=C(C=C(C=C1)C(F)(F)F)F)=O)C(=O)O)C#N